4-(2-((3-azabicyclo-[3.1.0]hexan-1-yl)-methoxy)-6,8-difluoro-4-((1S,5R)-1-methyl-3,8-diazabicyclo[3.2.1]-octan-3-yl)quinazolin-7-yl)-5-chloronaphthalen-2-ol C12(CNCC2C1)COC1=NC2=C(C(=C(C=C2C(=N1)N1C[C@@]2(CC[C@H](C1)N2)C)F)C2=CC(=CC1=CC=CC(=C21)Cl)O)F